N-methylcyclopropanecarboxamide CNC(=O)C1CC1